OB1OCC2=C1C(=C(C=C2)C(=O)N[C@@H](C(C)C)C(=O)OCC=2C=C1C=CC=NC1=CC2)C Quinolin-6-ylmethyl (1-hydroxy-7-methyl-1,3-dihydrobenzo[c][1,2]oxaborole-6-carbonyl)-L-valinate